7-bromo-5-(1-(cyclohexylmethyl)-6-(piperidin-1-yl)-1H-benzo[d]imidazol-2-yl)-3-methylbenzo[d]isoxazole BrC1=CC(=CC=2C(=NOC21)C)C2=NC1=C(N2CC2CCCCC2)C=C(C=C1)N1CCCCC1